bis(2-isobutyl-4-methyltetrahydro-2H-pyran-4-yl) oxalate C(C(=O)OC1(CC(OCC1)CC(C)C)C)(=O)OC1(CC(OCC1)CC(C)C)C